5,7-dichloro-2-methylpyridino[3,4-b]pyrazine ClC1=NC(=CC=2C1=NC=C(N2)C)Cl